4-[[(5Z)-5-[[4-[(E)-3-(4-Methylphenyl)-3-oxoprop-1-enyl]phenyl]methylidene]-2,4-dioxo-1,3-thiazolidin-3-yl]methyl]benzoic acid CC1=CC=C(C=C1)C(/C=C/C1=CC=C(C=C1)\C=C/1\C(N(C(S1)=O)CC1=CC=C(C(=O)O)C=C1)=O)=O